ethylene-diaminetetraacetic acid C(CN(CC(=O)O)CC(=O)O)N(CC(=O)O)CC(=O)O